FC1=CC=C(C=C1)NC(=O)C1(COC1)C1=NC=C(C=C1)C1=C(C=C(C=C1)C(F)(F)F)CO N-(4-fluorophenyl)-3-(5-(2-(hydroxymethyl)-4-(trifluoromethyl)phenyl)pyridin-2-yl)oxetane-3-carboxamide